C(=O)(O)CCCCCC(CC)C(=O)O 1,6-bis(carboxy)octane